1-(3,5-bis(methyl-d3)phenyl)-8-chlorobenzo[f]Quinazoline C(C=1C=C(C=C(C1)C([2H])([2H])[2H])C1=NC=NC=2C=CC3=C(C12)C=CC(=C3)Cl)([2H])([2H])[2H]